FC(COCCOCC(F)(F)F)F 1-(2,2-difluoroethoxy)-2-(2,2,2-trifluoroethoxy)ethane